1-(3-(acrylamidomethyl)-4-fluorobenzyl)-7-methyl-5-(1H-pyrrole-2-carbonyl)-N-(m-tolyl)-4,5,6,7-tetrahydro-1H-pyrazolo[4,3-c]pyridine-3-carboxamide C(C=C)(=O)NCC=1C=C(CN2N=C(C=3CN(CC(C32)C)C(=O)C=3NC=CC3)C(=O)NC=3C=C(C=CC3)C)C=CC1F